4-Amino-7-bromo-1-(2-chloro-5-fluorophenyl)-2-[(4-methoxyphenyl)methyl]-3-oxo-2,3-dihydro-1H-isoindole-5-carboxylic acid NC1=C2C(N(C(C2=C(C=C1C(=O)O)Br)C1=C(C=CC(=C1)F)Cl)CC1=CC=C(C=C1)OC)=O